6-(piperidin-4-oxy)pyridine hydrochloride Cl.N1CCC(CC1)OC1=CC=CC=N1